FC=1C=C(OC2=CN=C(S2)N)C=C(C1)F 5-(3,5-difluorophenoxy)thiazol-2-amine